COC=1N=C2C(=CC=NC2=CC1OC)OC1=C(C=C(C=C1)NC(=O)C=1C(N(C(=CC1C)C)C1=CC=C(C=C1)F)=O)F N-[4-[(6,7-dimethoxy-1,5-naphthyridin-4-yl)oxy]-3-fluorophenyl]-1-(4-fluorophenyl)-4,6-dimethyl-2-oxopyridine-3-carboxamide